(S)-2-((1-((tert-butyldiphenylsilyl)oxy)-3-(tritylthio)propan-2-yl)oxy)pyrimidine [Si](C1=CC=CC=C1)(C1=CC=CC=C1)(C(C)(C)C)OC[C@@H](CSC(C1=CC=CC=C1)(C1=CC=CC=C1)C1=CC=CC=C1)OC1=NC=CC=N1